1,2-oxazin O1NC=CC=C1